S(=O)(=O)(O)C1=CC=C(C)C=C1.N1CC2(C3=CC=CC=C13)C1(NC(C2)C(=O)N)CCCCC1 dihydrodispiro[cyclohexane-1,2'-pyrrolidine-3',3''-indole]-5'-carboxamide tosylate